4-((2-(1H-pyrazol-4-yl)ethyl)(phenethyl)amino)-N,5,6-trimethylpyrimidine-2-carboxamide N1N=CC(=C1)CCN(C1=NC(=NC(=C1C)C)C(=O)NC)CCC1=CC=CC=C1